3-bromo-4-(hydroxymethyl)benzoic acid BrC=1C=C(C(=O)O)C=CC1CO